O.O.O.O.[Y+3] yttrium (III) tetrahydrate